CC1=CC=C(C=N1)NC(OC[C@@H]1OC2=C(C3=C(N=C(S3)C3=C4N=CC(=NC4=CC(=C3)C#N)OC)C(=C2)C)OC1)=O (R)-(2-(7-cyano-2-methoxyquinoxalin-5-yl)-4-methyl-7,8-dihydro-[1,4]dioxino[2',3':3,4]benzo[1,2-d]thiazol-7-yl)methyl (6-methylpyridin-3-yl)carbamate